(3S)-3-[(2-amino-5-{[4-(chloromethyl)-2-methoxyphenyl]methyl}-6-methylpyrimidin-4-yl)amino]hexan-1-ol NC1=NC(=C(C(=N1)N[C@H](CCO)CCC)CC1=C(C=C(C=C1)CCl)OC)C